ClCCCCCCC=CC=C 1-chloro-7,9-decadiene